FC1=C(CN2N=C(N=C2)C(=O)NC2C(N(C3=C(OC2)C=CC(=C3)C(C(=O)O)C)C)=O)C=CC=C1 3-(1-(2-fluorobenzyl)-1H-1,2,4-triazole-3-carboxamido)-5-methyl-4-oxo-2,3,4,5-tetrahydrobenzo[b][1,4]oxazepin-7-yl-propanoic acid